(S)-N-(1-(3-chlorophenyl)-2-hydroxyethyl)-4-(2-((3,5-dimethyl-1H-pyrazol-4-yl)amino)-5-methylpyrimidin-4-yl)oxazole-2-carboxamide ClC=1C=C(C=CC1)[C@@H](CO)NC(=O)C=1OC=C(N1)C1=NC(=NC=C1C)NC=1C(=NNC1C)C